O=C1C=CN=C2C3=NC=CC=C3C=CC12 4,4a-dihydro-4-oxo-1,10-phenanthroline